FC(C(=O)O)(F)F.C1NCC2=CC(=CC=C12)C1=NOC=N1 3-(isoindolin-5-yl)-1,2,4-oxadiazole trifluoroacetate salt